1-(5-((1-(6-(bis(4-methoxybenzyl)amino)pyrimidin-4-yl)-4-methyl-1H-imidazol-2-yl)amino)-4-methylpyridin-2-yl)propan-1-one COC1=CC=C(CN(C2=CC(=NC=N2)N2C(=NC(=C2)C)NC=2C(=CC(=NC2)C(CC)=O)C)CC2=CC=C(C=C2)OC)C=C1